2-chloro-6-(trifluoromethyl)pyridine-4-carboxylate ClC1=NC(=CC(=C1)C(=O)[O-])C(F)(F)F